tert-butyl (Z)-(2-(4-(1-(3-fluoro-1-(tetrahydro-2H-pyran-2-yl)-1H-indazol-5-yl)-2-(4,4,5,5-tetramethyl-1,3,2-dioxaborolan-2-yl)but-1-en-1-yl)-phenoxy)ethyl)carbamate FC1=NN(C2=CC=C(C=C12)\C(=C(/CC)\B1OC(C(O1)(C)C)(C)C)\C1=CC=C(OCCNC(OC(C)(C)C)=O)C=C1)C1OCCCC1